(4-amino-7-fluoroimidazo[1,5-a]quinoxalin-8-yl)((2R,4aS,9aR)-7-(difluoromethyl)-8-fluoro-2-methyl-2,3,9,9a-tetrahydroindeno[2,1-b][1,4]oxazin-4(4aH)-yl)methanone NC=1C=2N(C3=CC(=C(C=C3N1)F)C(=O)N1[C@@H]3[C@H](O[C@@H](C1)C)CC=1C(=C(C=CC13)C(F)F)F)C=NC2